CC=1C=C(C=CC1OC1=CC2=C(N(C=N2)C)C=C1)NC1=NC=NC=2C=C3C(=CC12)C1[C@H](CO3)CN(CC1)C(=O)OC(C)(C)C tert-butyl (4aS)-11-((3-methyl-4-((1-methyl-1H-benzo[d]imidazol-5-yl)oxy)phenyl)amino)-1,4a,5,12b-tetrahydro-2H-pyrido[4',3':4,5]pyrano[3,2-g]quinazoline-3(4H)-carboxylate